ClC=1C=CC(=NC1C1=C(C=CC=C1C)C)NS(=O)(=O)C1=NC(=CC=C1)N1CC(C1)(O)C1CC1 N-(5-chloro-6-(2,6-dimethylphenyl)pyridin-2-yl)-6-(3-cyclopropyl-3-hydroxyazetidin-1-yl)pyridine-2-sulfonamide